Methyl (S)-(1-(5-(2-aminopropan-2-yl)-2-methoxybenzyl)-7-((1-((tert-butyldiphenylsilyl)oxy)hexan-3-yl)amino)-1H-pyrazolo[4,3-d]pyrimidin-5-yl)carbamate NC(C)(C)C=1C=CC(=C(CN2N=CC=3N=C(N=C(C32)N[C@H](CCO[Si](C3=CC=CC=C3)(C3=CC=CC=C3)C(C)(C)C)CCC)NC(OC)=O)C1)OC